N1,N2-dimethylethane-1,2-diamine iridium(III) hexafluorophosphate F[P-](F)(F)(F)(F)F.[Ir+3].CNCCNC.F[P-](F)(F)(F)(F)F.F[P-](F)(F)(F)(F)F